[Br-].C(C)OC(=O)C1=NC=2C=C3C(=CC2C=C1[N+]1=CC=CC=C1)OC(O3)(F)F 1-(6-(ethoxycarbonyl)-2,2-difluoro-[1,3]dioxolo[4,5-g]quinolin-7-yl)pyridin-1-ium bromide